N1C=NC2=C1C=CC(=C2)\C=C/2\C(N(C(=N2)NCC2CCOCC2)C)=O (5Z)-5-(1H-Benzimidazol-5-ylmethylene)-3-methyl-2-(tetrahydropyran-4-ylmethylamino)imidazol-4-one